2-chloro-4-[(2-methoxybenzyl)amino]pyrimidin-5-carboxamide ClC1=NC=C(C(=N1)NCC1=C(C=CC=C1)OC)C(=O)N